trans-4-chloro-2-[4-[3-[1,1-dimethylethyl(dimethyl)silyl]oxycyclobutoxy]phenyl]-5-[[(3R)-tetrahydropyran-3-yl]methylamino]pyridazin-3-one Potassium carbonate C([O-])([O-])=O.[K+].ClC=1C(N(N=CC1NC[C@@H]1COCCC1)C1=CC=C(C=C1)O[C@@H]1C[C@H](C1)O[Si](C)(C)C(C)(C)C)=O.[K+]